O(C1=CC=CC=C1)C(C(=O)O)=C.IC1=CC=C(C(=O)NC2=C(C=CC=C2)NC2=CC(OC3=CC=C(C=C23)[N+](=O)[O-])=O)C=C1 4-iodo-N-((6-nitro-2-oxo-2H-chromen-4-ylamino)phenyl)benzamide Phenoxyacrylate